NCCOCC(C)N 1-(2-aminoethoxy)propan-2-amine